(2S,5R)-1-(4-(2-chloro-3-fluoropyridin-4-yl)benzoyl)-5-(2-chlorophenyl)pyrrolidine-2-carboxylic acid ClC1=NC=CC(=C1F)C1=CC=C(C(=O)N2[C@@H](CC[C@@H]2C2=C(C=CC=C2)Cl)C(=O)O)C=C1